(S)-4-methyl-1,3-dioxolan-2-one C[C@@H]1OC(OC1)=O